2-pentylidenecyclohexan-1-one C(CCCC)=C1C(CCCC1)=O